isodecyl phosphate sodium salt [Na+].P(=O)(OCCCCCCCC(C)C)([O-])[O-].[Na+]